2-isopropyl-thioxanthen C(C)(C)C1=CC=2CC3=CC=CC=C3SC2C=C1